C1(CC1)C1=NNC(=C1)NC1=CC2=C(C(=NO2)NS(=O)(=O)C2=C(C=C(C=C2OC)N2N=CC=CC2=O)OC)C=C1OC N-{6-[(3-cyclopropyl-1H-pyrazol-5-yl)amino]-5-methoxy-1,2-benzoxazol-3-yl}-2,6-dimethoxy-4-(6-oxopyridazin-1(6H)-yl)benzene-1-sulfonamide